OC1CCC(CC1)N1N=C2C=C(C(=CC2=C1)NC(=O)C1=[N+](C(=CC=C1)C(C)C)[O-])OC 2-((2-((1s,4s)-4-hydroxycyclohexyl)-6-methoxy-2H-indazol-5-yl)carbamoyl)-6-isopropylpyridine 1-oxide